ClC1=NC=2C=CC=CC2C2=C1NC(N2CC2=C(C=CC=C2)CN2CCCC2)=O 4-chloro-1-(2-(pyrrolidine-1-ylmethyl)benzyl)-1H-imidazo[4,5-c]Quinolin-2(3H)-one